C(C)(=O)N1C(C2=NC(=CC=C2C1=O)C1=NC=C(C(=C1)N1C(C(=C(C=C1C)OC([2H])([2H])C1=NC=C(C=C1F)F)Cl)=O)C)(C)C 6-acetyl-2-(3-chloro-4-((3,5-difluoropyridin-2-yl)methoxy-d2)-5',6-dimethyl-2-oxo-2H-[1,4'-bipyridin]-2'-yl)-7,7-dimethyl-6,7-dihydro-5H-pyrrolo[3,4-b]pyridin-5-one